5-(4-(5-(7-fluoro-1-oxo-1,2-dihydroisoquinolin-3-yl)tetrahydrofuran-3-yl)piperazin-1-yl)-N-methylpicolinamide FC1=CC=C2C=C(NC(C2=C1)=O)C1CC(CO1)N1CCN(CC1)C=1C=CC(=NC1)C(=O)NC